(1S,3S)-3-((3-cyclopropyl-5-(1-methyl-5-(((methyl(3,3,3-trifluoropropyl)aminocarbonyl)oxy)methyl)-1H-1,2,3-triazol-4-yl)pyrazin-2-yl)oxy)cyclohexane-1-carboxylic acid C1(CC1)C=1C(=NC=C(N1)C=1N=NN(C1COC(=O)N(CCC(F)(F)F)C)C)O[C@@H]1C[C@H](CCC1)C(=O)O